[Ca+2].FC1=CC=C(C=C1)C1=NC(=NC(=C1[C@H](C(C(=O)[O-])(O)O)CCC=C)C(C)C)N(S(=O)(=O)C)C.FC1=CC=C(C=C1)C1=NC(=NC(=C1[C@H](C(C(=O)[O-])(O)O)CCC=C)C(C)C)N(C)S(=O)(=O)C [4-(4-fluorophenyl)-6-isopropyl-2-(N-methyl-N-methylsulfonylamino)-pyrimidin-5-yl]-(3R,5S)-dihydroxy-hept-6-enoic acid Calcium salt